5-monomethyl-L-arginine CC(CC[C@H](N)C(=O)O)NC(N)=N